ClC1=NC(=C(C=C1C)F)C1=CC=C(C=C1)F 2-Chloro-5-fluoro-6-(4-fluorophenyl)-3-methylpyridin